para-amino-cyclohexylmethane NC1CCC(CC1)C